FC1(CCN(CC1)C=1SC=C(N1)C=1N=NN(C1)C1=C(C=C(C=C1)NS(=O)(=O)C)N1CCC2(CC2)CC1)F N-(4-(4-(2-(4,4-difluoropiperidin-1-yl)thiazol-4-yl)-1H-1,2,3-triazol-1-yl)-3-(6-azaspiro[2.5]octan-6-yl)phenyl)methanesulfonamide